(Z)-4-(4-((5-cyclopropyl-3-(2-(trifluoromethoxy)phenyl)isoxazol-4-yl)methoxy)piperidin-1-yl)-N'-hydroxybenzimidamide C1(CC1)C1=C(C(=NO1)C1=C(C=CC=C1)OC(F)(F)F)COC1CCN(CC1)C1=CC=C(/C(/N)=N/O)C=C1